C(C)(=O)O.[Cu+2] copper (II) acetic acid